ethyl 2-amino-4-(furan-2-yl)-6-((2-methylbenzyl)amino)pyrimidine-5-carboxylate NC1=NC(=C(C(=N1)C=1OC=CC1)C(=O)OCC)NCC1=C(C=CC=C1)C